Chloro-5-((3aR,5s,6aS)-octahydrocyclopenta[c]pyrrol-5-yl)-1H-indazole ClN1N=CC2=CC(=CC=C12)C1C[C@@H]2[C@@H](CNC2)C1